(2S,4S,6S)-1-allyl-4-cyclohexyl-2-methyl-6-(1-methyltriazol-4-yl)piperidin-4-ol (((5-((dimethylamino)methyl)-1,3-phenylene)bis(methylene))bis(oxy))bis(6-oxohexane-6,1-diyl)dioctanoate CN(C)CC=1C=C(C=C(C1)COC(CCCCCCCCCCCCC(=O)O)=O)COC(CCCCCCCCCCCCC(=O)O)=O.C(C=C)N1[C@H](C[C@@](C[C@H]1C=1N=NN(C1)C)(O)C1CCCCC1)C